CS(=O)(=O)[O-].C(CCC)N1C=[N+](C=C1)C 1-butyl-3-methyl-imidazolium methanesulfonate